ClC1=C(C=C(OCC(=O)N[C@H]2CC[C@@H](N(C2)C(=O)OC(C)(C)C)C(NC2=NC(=CN=C2)C(F)(F)F)=O)C=C1)F tert-butyl (2R,5S)-5-[2-(4-chloro-3-fluorophenoxy)acetamido]-2-{[6-(trifluoromethyl)pyrazin-2-yl]carbamoyl}piperidine-1-carboxylate